2-Acetamido-1,6-anhydro-2-deoxy-β-D-mannopyranose C(C)(=O)N[C@@H]1[C@H]2O[C@@H]([C@H]([C@@H]1O)O)CO2